N[C@@H](C(=O)OC)CC1=NC(=CC=C1)OC methyl (R)-2-amino-3-(6-methoxypyridin-2-yl)propanoate